2-methoxyfurfural COC1(C=O)CC=CO1